methyl (Z)-3-methoxy-2-[2-methyl-5-(3-sec-butylpyrazol-1-yl)phenoxy]prop-2-enoate CO\C=C(\C(=O)OC)/OC1=C(C=CC(=C1)N1N=C(C=C1)C(C)CC)C